C(C)S(=O)(=N)C=1C=C(C=CC1C1=NC=2C(=NC=C(C2)C(F)(F)F)N1C)C1(CC1)C#N 1-[3-(ethylsulfonimidoyl)-4-[3-methyl-6-(trifluoromethyl)imidazo[4,5-b]pyridin-2-yl]phenyl]cyclopropanecarbonitrile